[F-].C[NH3+] methyl-ammonium monofluoride